5-benzyl-N-((2R,3S)-2-methyl-4-oxo-2,3,4,5-tetrahydropyrido[3,2-b][1,4]oxazepin-3-yl)-4H-1,2,4-triazole-3-carboxamide C(C1=CC=CC=C1)C=1NC(=NN1)C(=O)N[C@@H]1C(NC2=C(O[C@@H]1C)C=CC=N2)=O